methacryloxymethyl-dimethyl-chlorosilane diethyl-(3-chloro-n-propyl)maleate C(C)OC(\C(=C/C(=O)OCC)\CCCCl)=O.C(C(=C)C)(=O)OC[Si](Cl)(C)C